tert-butyl (2S,6S)-4-[3-[5-(difluoromethyl)-1,3,4-thiadiazol-2-yl]-6-[(1,2-dimethylcyclopropyl)sulfamoyl]imidazo[1,5-a]pyridin-8-yl]-2,6-dimethyl-piperazine-1-carboxylate FC(C1=NN=C(S1)C1=NC=C2N1C=C(C=C2N2C[C@@H](N([C@H](C2)C)C(=O)OC(C)(C)C)C)S(NC2(C(C2)C)C)(=O)=O)F